kalium-calcium [Ca].[K]